Bis-isobutylamine C(C(C)C)NCC(C)C